N1=C(C=C(C2=CC=CC=C12)C(=O)[O-])C(=O)[O-] quinoline-2,4-dicarboxylate